BrC1=C2C=C(N(C2=CC(=C1)SC1=CC2=CC=CC=C2C=C1)CC1=CC=C(C=C1)C(N(C)C)=O)C(=O)O 4-bromo-1-[[4-(dimethylcarbamoyl)phenyl]methyl]-6-(2-naphthylsulfanyl)indole-2-carboxylic acid